7-[(3R,4S)-4-[2-methoxy-4-(trifluoromethoxy)anilino]-3-methyl-1-piperidinyl]-2,4-dimethyl-5-oxo-thiazolo[5,4-b]pyridine-6-carbonitrile COC1=C(N[C@@H]2[C@@H](CN(CC2)C=2C3=C(N(C(C2C#N)=O)C)SC(=N3)C)C)C=CC(=C1)OC(F)(F)F